[N-](S(=O)(=O)C(F)(F)F)S(=O)(=O)C(F)(F)F.C(C)[N+](CCC)(CC)CC triethylpropylammonium bis(trifluoromethanesulfonyl)imide salt